CC1=NNC(=C1CCCO)C 3-(3,5-Dimethyl-1H-pyrazol-4-yl)propane-1-ol